CC1(COC(OC1)C(CCC)C)CCC 5-methyl-2-(1-methylbutyl)-5-propyl-1,3-dioxane